5-pyrazolesulfonamide N1N=CC=C1S(=O)(=O)N